N1(C(=CC=2C1=NC=CC2)C(=O)[O-])C(=O)[O-] pyrrolo[2,3-b]pyridine-1,2-dicarboxylate